FC1=C(C(=CC=C1)C=1C=C2C(=NN1)NC[C@@H]1N2CCN(C1)C1=NC=C(C=N1)C1CCNCC1)O (S)-2-fluoro-6-(8-(5-(piperidin-4-yl)pyrimidin-2-yl)-6,6a,7,8,9,10-hexahydro-5H-pyrazino[1',2':4,5]pyrazino[2,3-c]pyridazin-2-yl)phenol